4-(cis-4-hydroxycyclohexyl)-6-(6-(2-hydroxypropan-2-yl)pyridin-3-yl)-3,4-dihydropyrazino[2,3-b]pyrazin-2(1H)-one O[C@H]1CC[C@H](CC1)N1CC(NC2=NC=C(N=C21)C=2C=NC(=CC2)C(C)(C)O)=O